C1(CC1)C1=C(C=CC=C1)[C@H]1N(CCC1)C1CC2(C1)CCN(CC2)C2=CC=C(C(=O)OCC)C=C2 ethyl (S)-4-(2-(2-(2-cyclopropylphenyl)pyrrolidin-1-yl)-7-azaspiro[3.5]nonan-7-yl)benzoate